The molecule is a monocarboxylic acid anion that is the conjugate base of ent-7alpha-hydroxykaur-16-en-19-oic acid, obtained by deprotonation of the carboxy group. It is a conjugate base of an ent-7alpha-hydroxykaur-16-en-19-oic acid. C[C@@]12CCC[C@@]([C@H]1C[C@@H]([C@]34[C@H]2CC[C@H](C3)C(=C)C4)O)(C)C(=O)[O-]